(S,E)-(2-(Difluoromethyl)-2',3'-dimethyl-[1,1'-biphenyl]-4-yl)(2-(hydroxymethyl)-4-(methoxyimino)pyrrolidin-1-yl)methanone FC(C1=C(C=CC(=C1)C(=O)N1[C@@H](C\C(\C1)=N/OC)CO)C1=C(C(=CC=C1)C)C)F